C(#N)CC1=NOC=N1 (cyanomethyl)-1,2,4-oxadiazol